N-[2-(1H-indazol-3-yl)-5,6,7,8-tetrahydroquinolin-5-yl]acetamide N1N=C(C2=CC=CC=C12)C1=NC=2CCCC(C2C=C1)NC(C)=O